COC(=O)C1=NC(=NC=C1)N1CCC(CC1)(F)F 2-(4,4-difluoropiperidin-1-yl)pyrimidine-4-carboxylic acid methyl ester